C(=O)C1=CN(C=2N=CN=C(C21)N2C[C@H](N(C[C@@H]2C)C(=O)OC(C)(C)C)C)C2CC(CCC2)C(=O)OC tert-butyl (2R,5S)-4-(5-formyl-7-(3-(methoxycarbonyl)cyclohexyl)-7H-pyrrolo[2,3-d]pyrimidin-4-yl)-2,5-dimethylpiperazine-1-carboxylate